C(#N)C(C)=C1C=C(CCC1)NCCCOC (2Z)-Cyano{3-[(3-methoxypropyl)amino]cyclohex-2-en-1-yliden}ethan